3-[(1R)-1-aminoethyl]-4-fluoro-5-(trifluoromethyl)aniline N[C@H](C)C=1C=C(N)C=C(C1F)C(F)(F)F